(9H-Fluoren-9-yl)methyl (S)-(1-((4-(((tert-butyldiphenylsilyl)oxy)methyl)-2-methylphenyl)amino)-6-((diphenyl(p-tolyl)methyl)amino)-1-oxohexan-2-yl)carbamate [Si](C1=CC=CC=C1)(C1=CC=CC=C1)(C(C)(C)C)OCC1=CC(=C(C=C1)NC([C@H](CCCCNC(C1=CC=C(C=C1)C)(C1=CC=CC=C1)C1=CC=CC=C1)NC(OCC1C2=CC=CC=C2C=2C=CC=CC12)=O)=O)C